C(C)(C)OC1=CC=C(C=N1)C1=C(C#N)C=C(C=C1)[N+](=O)[O-] 2-(6-isopropoxypyrid-3-yl)-5-nitrobenzonitrile